3-fluoro-N,N-dimethylpiperidin-4-amine FC1CNCCC1N(C)C